tetranitrogen azole N1C=CC=C1.[N].[N].[N].[N]